C(C(=C)C)(=O)OC1=CC=CC=C1C(C)(C)C 6-t-butylphenyl methacrylate